2-[4-[4-[2-[1-(6,7-dihydro-5H-pyrrolo[1,2-c]imidazol-1-yl)-2-oxo-2-(thiazol-2-ylamino)ethyl]-7-fluoro-3-oxo-isoindolin-5-yl]phenyl]-1-piperidyl]acetic acid hydrochloride Cl.C1(=C2N(C=N1)CCC2)C(C(NC=2SC=CN2)=O)N2CC1=C(C=C(C=C1C2=O)C2=CC=C(C=C2)C2CCN(CC2)CC(=O)O)F